n-tetracosyl octacosanoate C(CCCCCCCCCCCCCCCCCCCCCCCCCCC)(=O)OCCCCCCCCCCCCCCCCCCCCCCCC